N-(3-fluoropiperidin-4-yl)-2,2-dimethyl-3-((3-(trifluoromethyl)pyridin-2-yl)oxy)propanamide FC1CNCCC1NC(C(COC1=NC=CC=C1C(F)(F)F)(C)C)=O